5,5'-(cyclohexane-1,1-diyl)bis(2-methylfuran) C1(CCCCC1)(C1=CC=C(O1)C)C1=CC=C(O1)C